FC(CC)(F)C1CCN(CC1)CC1=C(C(=NC=C1)C=1C=C2CN(C(C2=CC1)=O)C1C(NC(CC1)=O)=O)F 3-(5-(4-((4-(1,1-difluoropropyl)piperidin-1-yl)methyl)-3-fluoropyridin-2-yl)-1-oxoisoindolin-2-yl)piperidine-2,6-dione